C(C)(C)(C1=CC=CC=C1)OOC(CCCCCCCCC)=O.FC(C1=NC(=NO1)C1=CC=C(C=C1)CN1C(CCCC1)=O)(F)F 1-[[4-[5-(Trifluoromethyl)-1,2,4-oxadiazol-3-yl]phenyl]methyl]piperidin-2-one α-cumyl-peroxydecanoate